CN1CCC(CC1)CN(CCCCCCCC\C=C/C\C=C/CCCCC)CCCCCCCC\C=C/C\C=C/CCCCC [(1-methylpiperidin-4-yl)methyl]bis[(9Z,12Z)-octadeca-9,12-diene-1-yl]amine